(S)-N-(6,8-difluoro-1,2,3,4-tetrahydronaphthalen-1-yl)-2-(2,4-dioxo-1,4-dihydroquinazolin-3(2H)-yl)acetamide FC=1C=C2CCC[C@@H](C2=C(C1)F)NC(CN1C(NC2=CC=CC=C2C1=O)=O)=O